benzyl N-methyl-N-(4-{[6-(4,4,5,5-tetramethyl-1,3,2-dioxaborolan-2-yl)quinazolin-2-yl]amino}cyclohexyl)carbamate CN(C(OCC1=CC=CC=C1)=O)C1CCC(CC1)NC1=NC2=CC=C(C=C2C=N1)B1OC(C(O1)(C)C)(C)C